C1(=CC=CC=C1)SC(CCCNS(=O)(=O)C1=CC=C(C=C1)C)CCCCCCCC N-(4-(phenylthio)dodecyl)-4-methylbenzenesulfonamide